2-ethoxy-5-isobutyrylamino-N-(3-methoxybenzyl)benzamide C(C)OC1=C(C(=O)NCC2=CC(=CC=C2)OC)C=C(C=C1)NC(C(C)C)=O